The molecule is a member of the class of quinazolines that is quinazoline which is substituted by a (3-chloro-4-fluorophenyl)nitrilo group, 3-(morpholin-4-yl)propoxy group and a methoxy group at positions 4,6 and 7, respectively. An EGFR kinase inhibitor used for the treatment of non-small cell lung cancer. It has a role as an epidermal growth factor receptor antagonist and an antineoplastic agent. It is an aromatic ether, a member of monochlorobenzenes, a member of monofluorobenzenes, a secondary amino compound, a tertiary amino compound, a member of quinazolines and a member of morpholines. COC1=C(C=C2C(=C1)N=CN=C2NC3=CC(=C(C=C3)F)Cl)OCCCN4CCOCC4